caprinolactam C1(CCCCCCCCCN1)=O